3-isopropyl-N8-(5-methoxypyridin-3-yl)-N6-(pentan-3-yl)-[1,2,4]triazolo[4,3-b]pyridazine-6,8-diamine C(C)(C)C1=NN=C2N1N=C(C=C2NC=2C=NC=C(C2)OC)NC(CC)CC